N-(2-cyclopropyl-4-iodo-5-methylphenyl)-N-[6-(2-methoxyethyl)-7-oxo-5H-pyrrolo[3,4-b]pyridin-2-yl]but-2-ynamide C1(CC1)C1=C(C=C(C(=C1)I)C)N(C(C#CC)=O)C1=CC=C2C(=N1)C(N(C2)CCOC)=O